N[C@@H]1[C@@H](OCC12CCN(CC2)C=2C(NC(=CN2)SC2=C(C(=NC=C2)OC)Cl)=O)C 3-((3S,4S)-4-amino-3-methyl-2-oxa-8-azaspiro[4.5]decan-8-yl)-6-((3-chloro-2-methoxypyridin-4-yl)thio)pyrazin-2(1H)-one